C1=CC=CC=2C3=CC=CC=C3C(C12)COC(=O)N1[C@@H]([C@H]2CC[C@H]2C1)C(N[C@@H](C[C@H]1C(NCC1)=O)C#N)=O.C(C)(C)(C)O[SiH](OC(C)(C)C)OC(C)(C)C tri(tert-butoxy)silane 9H-fluoren-9-ylmethyl-(1S,2S,5R)-2-[[(1S)-1-cyano-2-[(3S)-2-oxopyrrolidin-3-yl]ethyl]carbamoyl]-3-azabicyclo[3.2.0]heptane-3-carboxylate